1-(3,5-bis(trifluoromethyl)phenyl)-3-bromo-1H-1,2,4-triazole FC(C=1C=C(C=C(C1)C(F)(F)F)N1N=C(N=C1)Br)(F)F